1,1,1,3,3,3-hexafluoro-propan-2-yl (R or S)-1-(pyrimidin-5-ylcarbamoyl)-6-azaspiro[2.5]octane-6-carboxylate N1=CN=CC(=C1)NC(=O)[C@@H]1CC12CCN(CC2)C(=O)OC(C(F)(F)F)C(F)(F)F |o1:9|